3-{1H-pyrrolo[2,3-b]pyridin-3-yl}piperidine N1C=C(C=2C1=NC=CC2)C2CNCCC2